COCOC1=C(C=CC(=C1)C(F)(F)F)C=1C2=C(C(=NN1)N[C@H]1CN(CCC1)C(=O)OC(C)(C)C)C(=NO2)C t-butyl (3R)-3-[[7-[2-(methoxymethoxy)-4-(trifluoromethyl)phenyl]-3-methyl-isoxazolo[4,5-d]pyridazin-4-yl]amino]piperidine-1-carboxylate